FC1=CC=C(OC=2C=CC(=NC2)S(=O)(=O)N2[C@@H]([C@@H]3CC[C@H](C2)N3C(=O)OCCOC)C(=O)OCC)C=C1 2-ethyl 8-(2-methoxyethyl) (1S,2S,5R)-3-((5-(4-fluorophenoxy) pyridin-2-yl) sulfonyl)-3,8-diazabicyclo[3.2.1]octane-2,8-dicarboxylate